C(C)OC(=O)C=1C(NN=C(C1CCC(=O)N(C)C)C)=O [3-(dimethylamino)-3-oxo-propyl]-6-methyl-3-oxo-pyridazine-4-carboxylic acid ethyl ester